ClC=1C=C(C=CC1F)C1=CC=CC(=N1)C(CNC(C1=CC(=C(C=C1)OCC(=O)NC)OC)=O)=O N-(2-(6-(3-chloro-4-fluorophenyl)pyridin-2-yl)-2-oxoethyl)-3-methoxy-4-(2-(methylamino)-2-oxoethoxy)benzamide